COC=1C=CC=2N(C3=CC=C(C=C3C2C1)OC)C(=O)OC1=CC(=CC(=C1)CN(C)C)OC(=O)N1C2=CC=C(C=C2C=2C=C(C=CC12)OC)OC 3-(3,6-dimethoxy-9H-carbazol-9-ylcarbonyloxy)-5-[(dimethylamino)methyl]phenyl 3,6-dimethoxy-9H-carbazole-9-carboxylate